methyl (1r,4r)-4-hydrazinylcyclohexane-1-carboxylate N(N)C1CCC(CC1)C(=O)OC